1-((2R,5S)-4-((R)-6-chloro-7-(1,6-dimethyl-1H-indazol-7-yl)-2-(3-(dimethylamino)azetidin-1-yl)-8-fluoroquinazolin-4-yl)-2,5-dimethylpiperazin-1-yl)prop-2-en-1-one ClC=1C=C2C(=NC(=NC2=C(C1C=1C(=CC=C2C=NN(C12)C)C)F)N1CC(C1)N(C)C)N1C[C@H](N(C[C@@H]1C)C(C=C)=O)C